[3-(ethylcarbamoylamino)phenyl]boronic acid C(C)NC(=O)NC=1C=C(C=CC1)B(O)O